NC1=NC=C2N(C(N(C2=N1)[C@@H]1O[C@@H]([C@H]([C@H]1O)F)CO)=O)CC1=CC=C(C=C1)Cl 2-Amino-7-(4-chlorobenzyl)-9-((2R,3S,4S,5R)-4-fluoro-3-hydroxy-5-(hydroxymethyl)tetrahydrofuran-2-yl)-7,9-dihydro-8H-purin-8-on